BrC1=CC=C(C=C1)C1=C(C(=NS1)C)NC(N(C)C1CCCC1)=O 3-(5-(4-bromophenyl)-3-methylisothiazol-4-yl)-1-cyclopentyl-1-methyl-urea